C(CCC)C1=C(C=C(C=C1O)CCCCC=S)O 5-(4-Butyl-3,5-dihydroxyphenyl)pentanethial